(3-(6-(3-hydroxy-prop-1-yn-1-yl)pyridin-3-yl)prop-2-yn-1-yl)carbamic acid tert-butyl ester C(C)(C)(C)OC(NCC#CC=1C=NC(=CC1)C#CCO)=O